CC1=C(C=C(C=C1)C)NC(CI)=O N-(2,5-dimethylphenyl)-2-iodoacetamide